CC1C2=C3C=4CN=C3C[C@H]1C[C@@H](C(=C2)CO)N=CC4 |r| ((6SR,10RS)-9-methyl-6,9,10,11-tetrahydro-2H-6,10-methanoazonino[4,5,6-cd]indol-7-yl)methanol